CC=1C=C(C=C(C1)C)C1=C2C=C(C(C2=C(C=2CCCC12)C1=CC(=CC(=C1)C)C)[Si](C)(C)C1C(=CC2=C(C(=C(C=C12)C(C)(C)C)OC)C1=CC(=CC(=C1)C)C)C)C(C)C [4,8-Bis(3,5-dimethylphenyl)-2-isopropyl-1,5,6,7-tetrahydro-s-indacen-1-yl][6-tert-butyl-4-(3,5-dimethylphenyl)-5-methoxy-2-methyl-1H-inden-1-yl]dimethylsilane